propan-2-yl 2-{[(1,2,3,5,6,7-hexahydro-s-indacen-4-yl)carbamoyl]amino}acetate C1CCC2=C(C=3CCCC3C=C12)NC(=O)NCC(=O)OC(C)C